N[C@@H]1C(C[C@H](CC1)C1=NC=CC(=N1)NC=1N=CC2=C(C=CC(=C2C1)C(C)C)N1[C@@H]([C@H](C1)CS(=O)(=O)C)C)(F)F N-(2-((1S,4S)-4-amino-3,3-difluorocyclohexyl)pyrimidin-4-yl)-5-isopropyl-8-((2R,3S)-2-methyl-3-((methanesulfonyl)methyl)azetidin-1-yl)isoquinolin-3-amine